N-{(3S,4S)-3-methyl-1-[(tetrahydro-2-furyl)methyl]-4-piperidyl}-6-[3-(4-mesyl-2-anisidino)-1-propynyl]-1-(2,2,2-trifluoroethyl)-1H-1,3-benzimidazole-4-carboxamide C[C@H]1CN(CC[C@@H]1NC(=O)C1=CC(=CC=2N(C=NC21)CC(F)(F)F)C#CCNC=2C(OC)=CC=C(C2)S(=O)(=O)C)CC2OCCC2